CC1=CC=NC2=C(C=CC=C12)[O-].CC1=CC=NC2=C(C=CC=C12)[O-].CC1=CC=NC2=C(C=CC=C12)[O-].[Al+3] aluminum tris(4-methyl-8-quinolinolate)